((3-((R)-2-Oxo-3-phenylpyrrolidin-1-yl)-5-(trifluoromethyl)phenyl)carbamoyl)(3-(((1r,4r)-4-((2,2,2-trifluoroethyl)amino)cyclohexyl)-methyl)-1,2,3-oxadiazol-3-ium-5-yl)amide O=C1N(CC[C@@H]1C1=CC=CC=C1)C=1C=C(C=C(C1)C(F)(F)F)NC(=O)[N-]C1=C[N+](=NO1)CC1CCC(CC1)NCC(F)(F)F